FC(C(=O)O)(F)F.N[C@@H](C(C)C)C(=O)O[C@@]1(C(OCC=2C(N3CC=4C(=NC=5C=CC=CC5C4CC)C3=CC21)=O)=O)CC (4S)-4,11-diethyl-3,14-dioxo-3,4,12,14-tetrahydro-1H-pyrano[3',4':6,7]indolizino[1,2-b]quinolin-4-yl L-valinate trifluoroacetate